ClC1=NC=C(C(=N1)NC1=CC(=C(C=C1)OCC#C)F)F 2-Chloro-5-fluoro-N4-[3-fluoro-4-(prop-2-ynyloxy)phenyl]-4-pyrimidineamine